N1-(3,4,5-trimethylphenyl)cyclohexane-1,4-diamine CC=1C=C(C=C(C1C)C)NC1CCC(CC1)N